N-((3S,4R)-4-((7-(2,6-dichloro-3,5-dimethoxyphenyl)-5-(((tetrahydrofuran-2-yl)methyl)amino)-2,6-naphthyridin-3-yl)amino)-1-methylpyrrolidin-3-yl)acrylamide ClC1=C(C(=C(C=C1OC)OC)Cl)C1=NC(=C2C=C(N=CC2=C1)N[C@H]1[C@H](CN(C1)C)NC(C=C)=O)NCC1OCCC1